(4-(azidomethyl)oxazol-2-yl)-1-isopropylpyridin-2(1H)-one N(=[N+]=[N-])CC=1N=C(OC1)C=1C(N(C=CC1)C(C)C)=O